C(#N)C=1C(=C(C=C(C1)[N+](=O)[O-])[C@@H](C)NC(=O)C1=NN(C(C=C1)=O)C1=C(C=CC=C1)F)F N-[(1R)-1-(3-cyano-2-fluoro-5-nitrophenyl)ethyl]-1-(2-fluorophenyl)-6-oxopyridazine-3-carboxamide